3-[2-(4-chloro-3-fluorophenoxy)acetamido]-N-(5-methylpyrazin-2-yl)bicyclo[1.1.1]pentane-1-carboxamide ClC1=C(C=C(OCC(=O)NC23CC(C2)(C3)C(=O)NC3=NC=C(N=C3)C)C=C1)F